(-)-6-(difluoromethyl-d)-8-((1R,2R)-2-hydroxy-2-methylcyclopentyl)-2-((1-((methyl-d3)sulfonyl)piperidin-4-yl)amino)pyrido[2,3-d]pyrimidin-7(8H)-one FC(C1=CC2=C(N=C(N=C2)NC2CCN(CC2)S(=O)(=O)C([2H])([2H])[2H])N(C1=O)[C@H]1[C@](CCC1)(C)O)([2H])F